5-Ethyl-N4-(3-[N-(1-methylethyl)sulfamoyl]phenyl)-N2-[4-morpholinophenyl]pyrimidine-2,4-diamine C(C)C=1C(=NC(=NC1)NC1=CC=C(C=C1)N1CCOCC1)NC1=CC(=CC=C1)S(NC(C)C)(=O)=O